3α-(tert-butyldimethylsilyloxy)-5β-androstan-17-one [Si](C)(C)(C(C)(C)C)O[C@H]1C[C@H]2CC[C@H]3[C@@H]4CCC([C@@]4(C)CC[C@@H]3[C@]2(CC1)C)=O